(6SR)-7-(4-bromo-3-chloro-benzoyl)-N-[(1S)-1-(4-methoxyphenyl)ethyl]-6-methyl-3-oxo-2-(4-pyrazol-1-ylphenyl)-6,8-dihydro-5H-imidazo[1,5-a]pyrazine-1-carboxamide BrC1=C(C=C(C(=O)N2CC=3N(C[C@@H]2C)C(N(C3C(=O)N[C@@H](C)C3=CC=C(C=C3)OC)C3=CC=C(C=C3)N3N=CC=C3)=O)C=C1)Cl |&1:12|